(2R,3S)-2-(3-(5-chloro-7-(3,5-dimethylisoxazol-4-yl)-1H-benzo[d]imidazol-1-yl)propyl)piperidin-3-ol dihydrochloride Cl.Cl.ClC1=CC2=C(N(C=N2)CCC[C@H]2NCCC[C@@H]2O)C(=C1)C=1C(=NOC1C)C